OC1=CC=CC=2CC(OC(C21)=O)C2=CC=C(C=C2)OC 3,4-Dihydro-8-hydroxy-3-(4-methoxyphenyl)-1H-2-benzopyran-1-one